BrC=1C=CC2=C(N(C(N2)=O)CCCC(=O)O)C1 4-(6-bromo-2-oxo-2,3-dihydro-1H-benzo[d]imidazol-1-yl)butyric acid